methyl 3-[(6-{[3-hydroxy-4-(2-oxopropyl)phenyl]methyl}-4-{[(methoxycarbonyl)amino]amino}pyridin-2-yl)sulfanyl]propanoate OC=1C=C(C=CC1CC(C)=O)CC1=CC(=CC(=N1)SCCC(=O)OC)NNC(=O)OC